(Z)-Ethyl (3-(o-tolyl)thiazol-2(3H)-ylidene)carbamate C1(=C(C=CC=C1)N1/C(/SC=C1)=N/C(OCC)=O)C